N-((1-(4-methylbenzyl)pyrrolidin-3-yl)methyl)piperidine-4-carboxamide CC1=CC=C(CN2CC(CC2)CNC(=O)C2CCNCC2)C=C1